6-((7-((4,4-bis(((Z)-oct-5-en-1-yl)oxy)butanoyl)oxy)heptyl)(2-hydroxyethyl)amino)hexyl 4,4-bis(((Z)-oct-5-en-1-yl)oxy)butanoate C(CCC\C=C/CC)OC(CCC(=O)OCCCCCCN(CCO)CCCCCCCOC(CCC(OCCCC\C=C/CC)OCCCC\C=C/CC)=O)OCCCC\C=C/CC